N-[(2S,3R)-2-[(3',5'-difluoro[1,1'-biphenyl]-3-yl)methyl]-4,4-difluoro-1-(2-methylpropanoyl)pyrrolidin-3-yl]-ethanesulfonamide FC=1C=C(C=C(C1)F)C1=CC(=CC=C1)C[C@@H]1N(CC([C@@H]1NS(=O)(=O)CC)(F)F)C(C(C)C)=O